methoxyacetyl isononyl peroxide C(CCCCCC(C)C)OOC(COC)=O